6-((5-((2-azaspiro[3.3]heptan-6-yl)amino)-1-benzyl-3-oxoisoindolin-2-yl)methyl)benzo[d]oxazol-2(3H)-one C1NCC12CC(C2)NC=2C=C1C(N(C(C1=CC2)CC2=CC=CC=C2)CC2=CC1=C(NC(O1)=O)C=C2)=O